CS(=O)(=O)C1=NC(=NC=C1)C1=CN=CS1 5-(4-(Methylsulfonyl)pyrimidin-2-yl)thiazole